1-(6-methyl-pyridin-2-yl)-1H-pyrrole-2-carbaldehyde CC1=CC=CC(=N1)N1C(=CC=C1)C=O